C(C)(=O)C1=CC(=NC(=C1C)NC1=NNC(=C1)C)CC1(CCN(CC1)CC1=C(C(=CC=C1)Cl)F)C(=O)O 4-((4-acetyl-5-methyl-6-((5-meth-yl-1H-pyrazol-3-yl)amino)pyridin-2-yl)methyl)-1-(3-chloro-2-fluorobenzyl)piperidine-4-carboxylic acid